8-chloro-6-(3H-triazolo[4,5-d]pyrimidin-7-ylamino)spiro[2H-imidazo[1,5-a]pyridine-3,1'-cyclohexane]-1,5-dione ClC1=C2N(C(C(=C1)NC=1C3=C(N=CN1)NN=N3)=O)C3(CCCCC3)NC2=O